C(C)(C)(C)CC(C(=O)O[O-])(C)C t-Butylperoxy-pivalat